C(#N)C1=C(SC=2CN(CCC21)CC2=C(C=CC(=C2)Cl)Cl)NC(CC2=CC=C(C=C2)S(=O)(=O)C)=O N-(3-cyano-6-(2,5-dichlorobenzyl)-4,5,6,7-tetrahydrothieno[2,3-c]pyridin-2-yl)-2-(4-(methylsulfonyl)phenyl)acetamide